propyl-dimethyl-ethoxysilane C(CC)[Si](OCC)(C)C